ClC1=CC=C(C=C1)NC(=O)N1[C@H](C[C@H](C1)O)C(=O)NC1=C(C=CC(=C1)C(CCC1CC1)(C1=NC=CC=C1)N[S@@](=O)C(C)(C)C)F (2R,4R)-N1-(4-chlorophenyl)-N2-(5-(3-cyclopropyl-1-((S)-1,1-dimethylethylsulfinamido)-1-(pyridin-2-yl)propyl)-2-fluorophenyl)-4-hydroxypyrrolidine-1,2-dicarboxamide